3-isopropylaniline C(C)(C)C=1C=C(N)C=CC1